methyl (S,E)-(7-amino-1-((1-((4-isobutylbenzo[d]oxazol-2-yl)methyl)-2-oxo-1,2-dihydropyridin-3-yl)amino)-1,7-dioxohept-5-en-2-yl)carbamate NC(/C=C/CC[C@@H](C(=O)NC=1C(N(C=CC1)CC=1OC2=C(N1)C(=CC=C2)CC(C)C)=O)NC(OC)=O)=O